sodium gold tetracyanide [Au](C#N)(C#N)(C#N)C#N.[Na]